[N+](=O)([O-])C1=CC=C(C[C@@H]2N(CCN(CCN(C2)CC(=O)O)CC2=NC(=CC=C2)P(=O)(O)O)CC(=O)O)C=C1 (S)-2,2'-(2-(4-nitrobenzyl)-7-((6-phosphonopyridin-2-yl)methyl)-1,4,7-triazonane-1,4-diyl)diacetic acid